(S)-1-(4-(2-(3-bromo-4-((R)-3-chloro-2-hydroxypropoxy)phenyl)propan-2-yl)phenoxy)-3-(5-(hydroxymethyl)-1H-1,2,3-triazol-1-yl)propan-2-ol BrC=1C=C(C=CC1OC[C@H](CCl)O)C(C)(C)C1=CC=C(OC[C@H](CN2N=NC=C2CO)O)C=C1